5-((3aS,6aR)-2-oxohexa-hydro-1H-thieno[3,4-d]-imidazol-4-yl)pentanoic acid O=C1N[C@H]2[C@@H](N1)CSC2CCCCC(=O)O